ClC1=C(C=CC=C1)C(CC)(O)N(C([O-])=O)C1CC1 1-(2-chlorophenyl)-1-hydroxypropyl-2-cyclopropylcarbamate